selenoline [Se]1C=CCC1